NCC1=CC=CC=C1 Aminomethyl-benzen